C(C=C)N1N(C2=NC(=NC=C2C1=O)N(C(OC(C)(C)C)=O)C=1C=C2C=NN(C2=CC1)C)C1=CC(=CC=C1)N tert-butyl (2-allyl-1-(3-aminophenyl)-3-oxo-2,3-dihydro-1H-pyrazolo[3,4-d]pyrimidin-6-yl)(1-methyl-1H-indazol-5-yl)carbamate